C(#C)C=1C(=CC=C2C=C(C=C(C12)C=1CCC=2C(=NC(=NC2C1)OC[C@]1(N(C[C@@H](C1)F)CC1=CC=C(C=C1)F)C)N1CC(CCCC1)NC(C=C)=O)O)F N-(1-(7-(8-ethynyl-7-fluoro-3-hydroxynaphthalen-1-yl)-2-(((2S,4R)-4-fluoro-1-(4-fluorobenzyl)-2-methylpyrrolidin-2-yl)methoxy)-5,6-dihydroquinazolin-4-yl)azepan-3-yl)acrylamide